3-(3-chloro-4-((4-hydroxy-5-(4-(trifluoromethyl)-1H-pyrrol-2-yl)pyridin-2-yl)methoxy)-5-methylphenyl)-1,2,4-oxadiazole-5-carboxamide ClC=1C=C(C=C(C1OCC1=NC=C(C(=C1)O)C=1NC=C(C1)C(F)(F)F)C)C1=NOC(=N1)C(=O)N